bis[3-(methacryloyloxy) propyl] phosphate P(=O)(OCCCOC(C(=C)C)=O)(OCCCOC(C(=C)C)=O)[O-]